NCC=1C=C(C=CC1)S(=O)(=O)O 3-(aminomethyl)benzenesulfonic acid